(1R,2S,4S,6R)-2-(hydroxymethyl)-2-(methoxymethyl)-4,6-dimethylquinuclidin-3-one OC[C@]1(N2[C@@H](C[C@@](C1=O)(CC2)C)C)COC